FC1(CCN(CC1)C1=C(C(=O)NC2=CC(=NC=C2)S(N)(=O)=O)C=C(C=N1)N1N=CC=C1)F 2-(4,4-difluoropiperidin-1-yl)-5-(1H-pyrazol-1-yl)-N-(2-sulfamoylpyridin-4-yl)-nicotinamide